C(C)OC(=O)C=1C2=C(SC1NC1=C(C=C(C=C1)I)F)C(CCC2)=O 2-((2-fluoro-4-iodophenyl)amino)-7-oxo-4,5,6,7-tetrahydrobenzo[b]thiophene-3-carboxylic acid ethyl ester